1-([1,1'-biphenyl]-4-yl)cyclopropane C1(=CC=C(C=C1)C1CC1)C1=CC=CC=C1